tert-butyl (R)-2-((4-phenylpyridin-2-yl)carbamoyl)morpholine-4-carboxylate C1(=CC=CC=C1)C1=CC(=NC=C1)NC(=O)[C@H]1CN(CCO1)C(=O)OC(C)(C)C